(1R,3aS,6aR)-N-((R)-1-cyano-2-((S)-2-oxopiperidin-3-yl)ethyl)-2-(4-fluoro-6-methyl-7-chloro-1H-indole-2-carbonyl)-5,5-difluorooctahydrocyclopenta[c]pyrrole-1-carboxamide C(#N)[C@@H](C[C@H]1C(NCCC1)=O)NC(=O)[C@@H]1N(C[C@@H]2[C@H]1CC(C2)(F)F)C(=O)C=2NC1=C(C(=CC(=C1C2)F)C)Cl